Tetrabenzyl diphosphate O(P(OCC1=CC=CC=C1)(=O)OP(=O)(OCC1=CC=CC=C1)OCC1=CC=CC=C1)CC1=CC=CC=C1